[Br-].[Br-].C(CCCCCCC)[N+]1=CC=C(C=C1)C1=CC=[N+](C=C1)CCCCCCCC 1,1'-di-n-octyl-4,4'-bipyridinium dibromide